(S)-2-((2-(2,6-difluoro-4-(methylcarbamoyl)phenyl)imidazo[2,1-g][1,7]naphthyridin-3-yl)methyl)morpholine-4-carboxylic acid methyl ester COC(=O)N1C[C@@H](OCC1)CC1=C(N=C2C=C3C=CC=NC3=CN21)C2=C(C=C(C=C2F)C(NC)=O)F